CC1=NC=C(C(=C1O)C[NH2+][C@@H](C)C(=O)[O-])COP(=O)([O-])[O-] The molecule is an organophosphate oxoanion that is the dianion of N-(5'-phosphopyridoxyl)-L-alanine having anionic carboxy, hydroxy and phosphate groups with the secondary amino group and pyridine nitrogen protonated. It has a role as an epitope and an antigen. It is a conjugate base of a N-(5'-phosphopyridoxyl)-L-alanine.